S(N)(=O)(=O)C1=CC=C(C=C1)CCC(=O)O 3-(4-sulfamylphenyl)propionic acid